C(#N)C=1C=C(C=NC1)C(C(=O)N[C@@H](C(C1CC1)C1CC1)C=1OC2=C(N1)C=C(C=C2)[C@@H](COC)N2C(N[C@@H](C2)C(F)(F)F)=O)(F)F 2-(5-cyanopyridin-3-yl)-N-((S)-2,2-dicyclopropyl-1-(5-((S)-2-methoxy-1-((S)-2-oxo-4-(trifluoromethyl)imidazolidin-1-yl)ethyl)benzo[d]oxazol-2-yl)ethyl)-2,2-difluoroacetamide